6-oxo-5-trifluoromethyl-1,6-dihydropyridine-3-carbaldehyde O=C1C(=CC(=CN1)C=O)C(F)(F)F